sodium 3-p-methoxyphenyl-2-butenoate COC1=CC=C(C=C1)C(=CC(=O)[O-])C.[Na+]